N1CCC(CC1)OCC(=O)O 2-(piperidin-4-yloxy)acetic acid